FC1=CC=C(C=C1)C(C)(C)N1C[C@@H](N(C[C@H]1C)C(=O)OC(C)(C)C)C tert-butyl (2S,5R)-4-(2-(4-fluorophenyl)propan-2-yl)-2,5-dimethylpiperazine-1-carboxylate